6-cyclopropyl-3-(4,4,5,5-tetramethyl-1,3,2-dioxaborolan-2-yl)-6,7-dihydro-5H-pyrrolo[3,4-b]pyridin-5-one C1(CC1)N1CC2=NC=C(C=C2C1=O)B1OC(C(O1)(C)C)(C)C